ClC1=C(C=O)C(=CN=C1)OCC=1C(=NC=CC1)C1=CC=NN1C(C)C 3-chloro-5-((2-(1-isopropyl-1H-pyrazol-5-yl)pyridin-3-yl)methoxy)isonicotinaldehyde